C(C)N(C1=NOC(=N1)[C@H](C)NC(OC(C)(C)C)=O)CC tert-butyl N-[(1S)-1-[3-(diethylamino)-1,2,4-oxadiazol-5-yl]ethyl]carbamate